4-(5-chloropyridin-2-yl)benzoic acid ClC=1C=CC(=NC1)C1=CC=C(C(=O)O)C=C1